[K].C(C)N1CC(CC1=O)S(=O)(=O)NC(NC1=C2CCCC2=CC=2CCCC12)=O 1-Ethyl-N-((1,2,3,5,6,7-hexahydro-s-indacen-4-yl)carbamoyl)-5-oxopyrrolidine-3-sulfonamide, Potassium Salt